ClC1=C(C=CC=C1)NC=1C=C2C(=NC1)N(N=C2)C=2C=C(SC2)C(=O)NC 4-(5-((2-chlorophenyl)amino)-1H-pyrazolo[3,4-b]pyridin-1-yl)-N-methylthiophene-2-carboxamide